COC1=C(CCNC(=O)C=2C=C(SC2)C(=O)NC2=CC(=CC=C2)NS(=O)(=O)C)C=C(C=C1)OC N4-(2,5-dimethoxyphenethyl)-N2-(3-(methylsulfonamido)phenyl)thiophene-2,4-dicarboxamide